C(#N)C(CCC(=O)O)(C)NS(=O)(=O)C(=S)CCCCCCCCCCCC 4-cyano-4-[(dodecylthiocarbonyl)sulfonylamino]pentanoic acid